3-(4-(2-ethoxy-2-oxoethyl)-5-(4-fluorophenyl)-1-(4-methoxyphenyl)-3-methyl-2-oxo-2,3-dihydro-1H-pyrrol-3-yl)propionic acid ethyl ester C(C)OC(CCC1(C(N(C(=C1CC(=O)OCC)C1=CC=C(C=C1)F)C1=CC=C(C=C1)OC)=O)C)=O